FC=1C(=C(C=CC1F)[C@@H]1[C@@H](O[C@@]([C@@H]1C)(C(F)(F)F)C)C(=O)NC1=CC([N+](C=C1)=O)C(=O)N)OCCCCCCCCCCCCCC 4-[[(2R,3r,4r,5s)-3-[3,4-difluoro-2-(tridecylmethoxy)phenyl]-4,5-dimethyl-5-(trifluoromethyl)tetrahydrofuran-2-carbonyl]amino]-1-oxo-pyridin-1-ium-2-carboxamide